NC1=NC2=CC(=CC(=C2C=C1C)F)CN(C(=O)C=1C=NC(=NC1)C)C=1C(=NC=CC1)S(=O)(=O)C N-[(2-amino-5-fluoro-3-methylquinolin-7-yl)methyl]-N-(2-methanesulfonylpyridin-3-yl)-2-methylpyrimidine-5-carboxamide